Tert-butyl (7-methyl-4-oxo-3-(2,2,2-trifluoroethyl)-4,7-dihydro-3H-pyrrolo[2,3-d]pyrimidin-5-yl)carbamate CN1C=C(C2=C1N=CN(C2=O)CC(F)(F)F)NC(OC(C)(C)C)=O